furan-3(2H)-one O1CC(C=C1)=O